(S)-6-(4-chlorophenyl)-N-(1-(3-fluoro-4-methoxyphenyl)ethyl)-2-(1-Methyl-1H-pyrazol-4-yl)pyrimidine-4-carboxamide ClC1=CC=C(C=C1)C1=CC(=NC(=N1)C=1C=NN(C1)C)C(=O)N[C@@H](C)C1=CC(=C(C=C1)OC)F